tert-butyl (2-amino-4-(furan-3-yl)phenyl)carbamate NC1=C(C=CC(=C1)C1=COC=C1)NC(OC(C)(C)C)=O